FC(C1CCC(CC1)C1=NN=C(C2=CC=CC=C12)NCC1(COCC1)O)(F)F 3-(((4-(4-(trifluoromethyl)cyclohexyl)phthalazin-1-yl)amino)methyl)tetrahydrofuran-3-ol